[4-[(2S,4R)-4-aminopyrrolidine-2-carbonyl]piperazin-1-yl]-[4-[[3-(2,3-difluoro-4-methoxy-phenyl)imidazo[1,2-a]pyrazin-8-yl]amino]-2-methylphenyl]methanone N[C@@H]1C[C@H](NC1)C(=O)N1CCN(CC1)C(=O)C1=C(C=C(C=C1)NC=1C=2N(C=CN1)C(=CN2)C2=C(C(=C(C=C2)OC)F)F)C